rac-4-(((1s,3S)-3-methoxycyclopentyl)amino)-2-(1-methyl-1H-imidazol-2-yl)-6-(1-methyl-1H-pyrazol-3-yl)-N-(2-morpholinoethyl)pyrrolo[2,1-f][1,2,4]triazine-5-carboxamide CO[C@@H]1C[C@H](CC1)NC1=NC(=NN2C1=C(C(=C2)C2=NN(C=C2)C)C(=O)NCCN2CCOCC2)C=2N(C=CN2)C |r|